CNC(O[C@@H]1CC[C@H](CC1)C(N(C1=NC=CC(=C1)C1=CN=C(S1)C1CC1)C[C@@H]1CC[C@H](CC1)C1=CC(=C(C=C1)OC)C#N)=O)=O trans-4-(((trans-4-(3-Cyano-4-methoxyphenyl)cyclohexyl)methyl)(4-(2-cyclopropylthiazol-5-yl)pyridin-2-yl)carbamoyl)cyclohexyl methylcarbamate